CC=1OC=CC1C(=O)NC1=NN(C2=CC=CC=C12)CC1=CC=C(C=C1)C(F)(F)F 2-methyl-N-(1-(4-(trifluoromethyl)benzyl)-1H-indazol-3-yl)furan-3-carboxamide